tert-butyl 2-[[2-[(4,4-difluorocyclohexyl)amino]-1-(5-fluoro-3-pyridyl)-2-oxo-ethyl]-[4-(pentafluoro-λ6-sulfanyl)phenyl]carbamoyl]-4-methoxy-2-methyl-pyrrolidine-1-carboxylate FC1(CCC(CC1)NC(C(C=1C=NC=C(C1)F)N(C(=O)C1(N(CC(C1)OC)C(=O)OC(C)(C)C)C)C1=CC=C(C=C1)S(F)(F)(F)(F)F)=O)F